5-((2-(2H-tetrazol-5-yl)pyridin-3-yl)methoxy)-2-methoxyisonicotinaldehyde N=1NN=NC1C1=NC=CC=C1COC1=CN=C(C=C1C=O)OC